NC=1C=C(CN2C(C3=CC=C(C=C3C=N2)S(=O)(=O)C=2C=CC3=C(CCO3)C2)=O)C=CC1 2-(3-aminobenzyl)-6-((2,3-dihydrobenzofuran-5-yl)sulfonyl)phthalazin-1(2H)-one